The molecule is a dipeptide obtained by formal condensation of the carboxy group of L-glutamine with the amino group of L-tryptophan. It derives from a L-glutamine and a L-tryptophan. C1=CC=C2C(=C1)C(=CN2)C[C@@H](C(=O)O)NC(=O)[C@H](CCC(=O)N)N